(1S,3R,4S)-N-((R)-1-cyano-2-((R)-2-oxopyrrolidin-3-yl)ethyl)-2-((S)-3-cyclopropyl-2-((5-methylpyridin-3-yl)amino)propanoyl)-5,5-difluoro-2-azabicyclo[2.2.2]octane-3-carboxamide C(#N)[C@@H](C[C@@H]1C(NCC1)=O)NC(=O)[C@@H]1N([C@@H]2CC([C@H]1CC2)(F)F)C([C@H](CC2CC2)NC=2C=NC=C(C2)C)=O